C(#N)N1C[C@]2(CC2C1)NC(=O)C1=NNC(=C1)C1=C(C=CC=C1)SC1=CC=CC=C1 N-((1R)-3-cyano-3-azabicyclo[3.1.0]hexan-1-yl)-5-(2-(phenylthio)phenyl)-1H-pyrazole-3-carboxamide